1-(5-((7-chloroquinazolin-4-yl)amino)pyridin-2-yl)-3-methyl-1H-imidazol-3-ium phosphate iodide [I-].P(=O)([O-])([O-])[O-].ClC1=CC=C2C(=NC=NC2=C1)NC=1C=CC(=NC1)N1C=[N+](C=C1)C.ClC1=CC=C2C(=NC=NC2=C1)NC=1C=CC(=NC1)N1C=[N+](C=C1)C.ClC1=CC=C2C(=NC=NC2=C1)NC=1C=CC(=NC1)N1C=[N+](C=C1)C.ClC1=CC=C2C(=NC=NC2=C1)NC=1C=CC(=NC1)N1C=[N+](C=C1)C